(3S)-3-{[2-(pyrazin-2-yl)[1,2,4]triazolo[1,5-c]quinazolin-5-yl]amino}azepan-2-one N1=C(C=NC=C1)C1=NN2C(=NC=3C=CC=CC3C2=N1)N[C@@H]1C(NCCCC1)=O